2-methyl-phenylimidazole-2-carboxylic acid CC1=C(C=CC=C1)C=1N=C(NC1)C(=O)O